NC(COCCOCC(=O)NC1=C(C=CC=C1)N1CNCC1)=O 3-(2-(2-(2-(2-amino-2-oxoethoxy)ethoxy)acetamido)phenyl)imidazolin